ClC=1C=C(C=C(C1)N1N=CC(=C1)C)[C@@H]1COCCN1C(C=C)=O (R)-1-(3-(3-chloro-5-(4-methyl-1H-pyrazol-1-yl)phenyl)morpholino)prop-2-en-1-one